FC1=C(C(=C(C=C1OC)OC)F)C1=CC2=C(N=C(N=C2)N[C@@H]2COCC[C@@H]2NC(C=C)=O)C(=N1)C N-((3S,4S)-3-((6-(2,6-difluoro-3,5-dimethoxyphenyl)-8-methylpyrido[3,4-d]pyrimidin-2-yl)amino)tetrahydro-2H-pyran-4-yl)acrylamide